(2R,4S)-4-fluoro-2-[5-fluoro-2-(methylthio)phenyl]pyrrolidine F[C@H]1C[C@@H](NC1)C1=C(C=CC(=C1)F)SC